tert-butyl 3-(7-bromo-6-chloro-8-fluoro-2-(((2R,7aS)-2-fluorotetrahydro-1H-pyrrolizin-7a(5H)-yl)methoxy)-5-methylquinazolin-4-yl)-3,8-diazabicyclo[3.2.1]octane-8-carboxylate BrC1=C(C(=C2C(=NC(=NC2=C1F)OC[C@]12CCCN2C[C@@H](C1)F)N1CC2CCC(C1)N2C(=O)OC(C)(C)C)C)Cl